(tert-butyl)-2-methoxy-6,7,8,9-tetrahydro-5H-benzo[7]annulen-5-one C(C)(C)(C)C1=C(C=CC2=C1CCCCC2=O)OC